tert-butyl (S)-2-benzyl-4-((R)-3-(4-((S)-2-cyclohexyl-2-(1-methyl-1H-pyrazole-5-carboxamido)acetamido)phenyl)-2-propionamidopropanoyl)piperazine-1-carboxylate C(C1=CC=CC=C1)[C@@H]1N(CCN(C1)C([C@@H](CC1=CC=C(C=C1)NC([C@@H](NC(=O)C1=CC=NN1C)C1CCCCC1)=O)NC(CC)=O)=O)C(=O)OC(C)(C)C